C(=O)C1=C(N(C(=C1)C)C1=C(N=C(O1)C)C#N)C 5-(3-formyl-2,5-dimethyl-1H-pyrrol-1-yl)-2-Methyloxazole-4-carbonitrile